BrC=1C=CC(=C(C=NC(C(=O)O)CC2=CC=C(C=C2)O)C1)O 2-(5-bromo-2-hydroxy-benzylideneamino)-3-(4-hydroxy-phenyl)propanoic acid